Cl.COC(C(C(CP(=O)(C1=CC(=CC(=C1)C)C)C1=CC(=CC(=C1)C)C)N)C)=O 3-amino-4-(bis(3,5-dimethylphenyl)phosphoryl)-2-methylbutanoic acid methyl ester hydrochloride